N-[4-[3-[(6-Chloro-1,3-benzodioxol-5-yl)methyl]-1H-1,2,4-triazol-5-yl]phenyl]-3-[(1,1-dioxo-1,4-thiazinan-4-yl)methyl]benzamide ClC=1C(=CC2=C(OCO2)C1)CC1=NNC(=N1)C1=CC=C(C=C1)NC(C1=CC(=CC=C1)CN1CCS(CC1)(=O)=O)=O